(1S,2S)-N-(6-(5-chloro-6-fluoro-7-(hydroxymethyl)-1H-indazol-4-yl)imidazo[1,2-a]pyridin-2-yl)-2-fluorocyclopropane-1-carboxamide ClC=1C(=C2C=NNC2=C(C1F)CO)C=1C=CC=2N(C1)C=C(N2)NC(=O)[C@H]2[C@H](C2)F